COC1CCN(CC1)C1=NC2=CC=C(C=C2N=C1)B1OC(C(O1)(C)C)(C)C 2-(4-methoxy-1-piperidyl)-6-(4,4,5,5-tetramethyl-1,3,2-dioxaborolan-2-yl)quinoxaline